C1(CCCC1)CN1C=CC=2C(=NC(=CC21)NC=2SC(=CN2)C)O[C@@H]2CN(C[C@@H]2F)C(C=C)=O 1-((3R,4S)-3-((1-(cyclopentylmethyl)-6-((5-methylthiazol-2-yl)amino)-1H-pyrrolo[3,2-c]pyridin-4-yl)oxy)-4-fluoropyrrolidin-1-yl)prop-2-en-1-one